C(C)N1[C@H]([C@@H](CC1)C1=CC=2C(=NC=CC2NC=2C(=CC3=C(N=CS3)C2F)F)S1)C N-(2-((2S,3R)-1-ethyl-2-methylpyrrolidin-3-yl)thieno[2,3-b]pyridin-4-yl)-4,6-difluorobenzo[d]thiazol-5-amine